4-(tetrahydro-2H-pyran-4-yl)-3,4-dihydroquinoxaline O1CCC(CC1)N1CC=NC2=CC=CC=C12